O1C=CC2=C1C=C(C=C2)C(=O)N2CC1=CC(=C(C(=C1CC2)Cl)C(=O)N[C@H](C(=O)OCCOC(=O)OCC)CC2=CC(=CC=C2)S(=O)(=O)C)Cl ((ethoxycarbonyl)oxy)ethyl (2S)-2-(2-(benzofuran-6-carbonyl)-5,7-dichloro-1,2,3,4-tetrahydroisoquinoline-6-carboxamido)-3-(3-(methylsulfonyl)phenyl)propanoate